tert-butyl ((1S)-2-((1S,3S,5S)-3-cyano-2-azabicyclo[3.1.0]hexan-2-yl)-1-((1S,3R,5S)-3-(2-(2-morpholinoethoxy)ethoxy)adamantan-1-yl)-2-oxoethyl)carbamate C(#N)[C@H]1N([C@H]2C[C@H]2C1)C([C@H](C12CC3(C[C@@H](CC(C1)C3)C2)OCCOCCN2CCOCC2)NC(OC(C)(C)C)=O)=O